ethyl N-(2-((7,8-dichloro-4-(1H-imidazol-1-yl)quinolin-2-yl)(methyl)amino)ethyl)-N-(methylsulfonyl)glycinate ClC1=CC=C2C(=CC(=NC2=C1Cl)N(CCN(CC(=O)OCC)S(=O)(=O)C)C)N1C=NC=C1